CC1(CN2C(OC1)=C(C=N2)S(=O)(N)=NC(NC2=C1[C@H](CCC1=CC=1CCCC21)C)=O)C 6,6-dimethyl-N'-(((S)-3-methyl-1,2,3,5,6,7-hexahydro-s-indacen-4-yl)carbamoyl)-6,7-dihydro-5H-pyrazolo[5,1-b][1,3]oxazine-3-sulfonimidamide